CC1(OC=2C=C(C=CC2C=2C1=NC(=NC2)NC=2C=NC=CC2)N2C1(CC1)CCC2=O)C 4-{5,5-dimethyl-3-[(pyridin-3-yl)amino]-5H-chromeno[3,4-d]pyrimidin-8-yl}-4-azaspiro[2.4]heptan-5-one